5-(3-chloro-2-fluoro-phenyl)-N-(4-cyano-2-fluoro-phenyl)-1H-pyrrole-3-sulfonamide ClC=1C(=C(C=CC1)C1=CC(=CN1)S(=O)(=O)NC1=C(C=C(C=C1)C#N)F)F